Isopropyl (2S,5S,10S,13S)-13-((3S,5S,7S)-adamantane-1-carboxamido)-2,5-bis(4-diazo-3-oxobutyl)-10-(isopropoxycarbonyl)-4,7,12,19-tetraoxo-3,6,11,18-tetraazaicosanoate C12(CC3CC(CC(C1)C3)C2)C(=O)N[C@H](C(N[C@@H](CCC(N[C@H](C(N[C@H](C(=O)OC(C)C)CCC(C=[N+]=[N-])=O)=O)CCC(C=[N+]=[N-])=O)=O)C(=O)OC(C)C)=O)CCCCNC(C)=O